benzyl (1S,2S,4R)-2-((tert-butoxycarbonyl)amino)-7-azabicyclo[2.2.1]heptane-7-carboxylate C(C)(C)(C)OC(=O)N[C@@H]1[C@@H]2CC[C@H](C1)N2C(=O)OCC2=CC=CC=C2